Benzoazepine N1C=CC=CC2=C1C=CC=C2